S1C(=CC=C1)C1=C(C(OC2=CC=CC=C12)=O)CCCCCCCCCCCC(=O)O thienyl-coumarinLauric acid